1,2-epoxyundecane C1C(CCCCCCCCC)O1